C1(CC1)C=1N=C(C(=NC1CC)C(=O)N)NC1=CC(=CC=C1)CCNC([C@H](C)N(C(\C=C\CNC)=O)C)=O (S,E)-5-cyclopropyl-6-ethyl-3-((3-(2-(2-(N-methyl-4-(methylamino)but-2-enamido)propanamido)ethyl)phenyl)amino)pyrazine-2-carboxamide